(1'S,4'S)-6'-bromo-8-(difluoromethoxy)-3',3',5'-trifluoro-6-(trifluoromethyl)-3',4'-dihydro-2'H,3H-spiro[imidazo[1,2-a]pyridine-2,1'-naphthalen]-4'-ol BrC=1C(=C2[C@@H](C(C[C@@]3(C2=CC1)N=C1N(C=C(C=C1OC(F)F)C(F)(F)F)C3)(F)F)O)F